C(#N)C[B-](F)(F)F.[K+] potassium (cyanomethyl)trifluoroborate